N-(cyclohexylmethyl)-2,2-diethoxyethylamine C1(CCCCC1)CNCC(OCC)OCC